C1(CCC1)N1C(=NC2=C1C=C(C=C2)C(=O)OC)C=2N(C(C(=C(N2)C(NC=2C=NOC2)=O)O)=O)C methyl 1-cyclobutyl-2-{5-hydroxy-1-methyl-4-[(1,2-oxazol-4-yl)carbamoyl]-6-oxo-1,6-dihydropyrimidin-2-yl}-1H-1,3-benzodiazole-6-carboxylate